Benzyl 7-((2-ethoxy-2-oxoethyl)thio)-2,6,6-trimethyl-2-(3-vinylphenyl)heptanoate C(C)OC(CSCC(CCCC(C(=O)OCC1=CC=CC=C1)(C1=CC(=CC=C1)C=C)C)(C)C)=O